tert-butyl 5-(4-bromo-2-methyl-pyrazol-3-yl)oxy-2-methyl-piperidine-1-carboxylate BrC1=C(N(N=C1)C)OC1CCC(N(C1)C(=O)OC(C)(C)C)C